BrC=1C=CC(=C(C1)CN(C)C)OCC1CC1 1-(5-bromo-2-(cyclopropylmethoxy)phenyl)-N,N-dimethylmethanamine